R-(-)-1,1'-binaphthyl C1(=CC=CC2=CC=CC=C12)C1=CC=CC2=CC=CC=C12